NC=1C2=C(N=CN1)N(C=C2C2=CC(=C(C=C2)NC(=O)NC2=CC(=C(C=C2)CN2CCN(CC2)CCF)C(F)(F)F)F)C2CC2 1-(4-(4-AMINO-7-CYCLOPROPYL-7H-PYRROLO[2,3-D]PYRIMIDIN-5-YL)-2-FLUOROPHENYL)-3-(4-((4-(2-FLUOROETHYL)PIPERAZIN-1-YL)METHYL)-3-(TRIFLUOROMETHYL)PHENYL)UREA